((1s,3s)-3-hydroxy-3-methylcyclobutyl)(6-(pyridin-2-ylmethyl)-2-azaspiro[3.3]Hept-2-yl)methanone OC1(CC(C1)C(=O)N1CC2(C1)CC(C2)CC2=NC=CC=C2)C